CC1=NOC(=C1)CCN 2-(3-Methyl-1,2-oxazol-5-yl)ethan-1-amine